2-((1-(9-methyl-5-(4-methylpiperazin-1-yl)-[1,2,4]triazolo[4,3-c]quinazolin-7-yl)ethyl)amino)benzoic acid CC1=CC=2C=3N(C(=NC2C(=C1)C(C)NC1=C(C(=O)O)C=CC=C1)N1CCN(CC1)C)C=NN3